2,2,2-Trifluoro-N-((5-fluoropyridin-2-yl)methyl)-N-((2S,4R)-2-phenylpiperidin-4-yl)acetamide hydrochloride Cl.FC(C(=O)N([C@H]1C[C@H](NCC1)C1=CC=CC=C1)CC1=NC=C(C=C1)F)(F)F